2-Acryloyl-2-azaspiro[3.3]heptane C(C=C)(=O)N1CC2(C1)CCC2